FC1(C(CNC1)NC(=O)C1=C(OC2=CN=C(C=C21)OCCC2=CC=CC=C2)C)F N-(4,4-difluoropyrrolidin-3-yl)-2-methyl-5-(2-phenylethoxy)furo[2,3-c]pyridine-3-carboxamide